(m-octyloxyphenyl)triphenyl-boron C(CCCCCCC)OC=1C=C(C=CC1)C1=C(C=CC=C1)B(C1=CC=CC=C1)C1=CC=CC=C1